5-bromo-4-hydroxy-2,6-dimethylnicotinic acid methyl ester COC(C1=C(N=C(C(=C1O)Br)C)C)=O